C(C=C)(=O)N1[C@H](CN(C[C@H]1C)C1=C(C(N(C2=NC(=C(C=C12)Cl)Cl)C=1C(=NC=NC1C(C)C)C(C)C)=O)C#N)C 4-((3S,5R)-4-propenoyl-3,5-dimethylpiperazin-1-yl)-6,7-dichloro-1-(4,6-diisopropylpyrimidin-5-yl)-2-oxo-1,2-dihydro-1,8-naphthyridine-3-carbonitrile